ClC=1C=C(CN2N=C3N([C@@H](CCC3)C(=O)O)C2=O)C=CC1C(F)(F)F (5S)-2-[3-Chloro-4-(trifluoromethyl)benzyl]-3-oxo-2,3,5,6,7,8-hexahydro[1,2,4]triazolo[4,3-a]pyridine-5-carboxylic acid